C(CCCCC)([2H])([2H])OC1=NSN=C1C=1CN(C(CC1)([2H])[2H])C 3-((hexyl-1,1-d2)oxy)-4-(1-methyl-1,2,5,6-tetrahydropyridin-3-yl-6,6-d2)-1,2,5-thiadiazole